FC(C=1C(=C(C=CC1)[C@@H](C)NC1=CC=NC2=CC=C(C=C12)[C@@]1(CN(CC1)C(C)=O)OC)F)F 1-((S)-3-(4-(((R)-1-(3-(difluoromethyl)-2-fluorophenyl)ethyl)amino)quinolin-6-yl)-3-methoxypyrrolidin-1-yl)ethan-1-one